N-methyl-2,2-dioxo-2λ6-thia-1-azabicyclo[2.1.1]hexane-4-carboxamide CNC(=O)C12CS(N(C1)C2)(=O)=O